(1S,2S)-N-(6-(5-chloro-6-fluoro-7-((E)-prop-1-en-1-yl)-1H-indazol-4-yl)imidazo[1,2-a]pyrazin-2-yl)-2-fluorocyclopropane-1-carboxamide ClC=1C(=C2C=NNC2=C(C1F)\C=C\C)C=1N=CC=2N(C1)C=C(N2)NC(=O)[C@H]2[C@H](C2)F